N-{3-[1-(2-nitrophenyl)-1H-pyrrol-2-yl]-allylidene}-aminoguanidinium oxoglutarate O=C(C(=O)[O-])CCC(=O)[O-].[N+](=O)([O-])C1=C(C=CC=C1)N1C(=CC=C1)C=CC=NC(=[NH+]N)N.[N+](=O)([O-])C1=C(C=CC=C1)N1C(=CC=C1)C=CC=NC(=[NH+]N)N